C(#N)C1=CC=C(C=C1)NC(=O)NC1=CC(=CC=C1)S(=O)(=O)C(F)(F)F 1-(4-cyanophenyl)-3-(3-((trifluoromethyl)sulfonyl)phenyl)urea